[Pb].C(C)OC(C(=O)O)CC1=CC=C(C=C1)OCCN1C(=CC=C1C1=CC=C(C=C1)SC)C 2-Ethoxy-3-(4-{2-[2-methyl-5-(4-methylthiophenyl)-pyrrol-1-yl]-ethoxy}-phenyl)-propionic acid Lead